CC(=CCCC=O)CCCC(C)C 5,9-DIMETHYL-4-DECENAL